S(=O)(=O)(C1=CC=C(C)C=C1)N1C=CC2=C1N=C(N=C2NC=2N=CN(C2)C2=CC(=C(C(=C2)OC)OC)OC)N2[C@H](CCC2)CO (R)-(1-(7-tosyl-4-((1-(3,4,5-trimethoxyphenyl)-1H-imidazol-4-yl)amino)-7H-pyrrolo[2,3-d]pyrimidin-2-yl)pyrrolidin-2-yl)methanol